4-chloro-2-(4-fluoro-2-methoxyphenoxy)-N-(6-oxo-1,6-dihydropyridazin-4-yl)benzamide ClC1=CC(=C(C(=O)NC=2C=NNC(C2)=O)C=C1)OC1=C(C=C(C=C1)F)OC